(2S)-2-(9H-fluoren-9-ylmethoxycarbonylamino)-3-tetrahydropyran-2-yloxy-propanoic acid C1=CC=CC=2C3=CC=CC=C3C(C12)COC(=O)N[C@H](C(=O)O)COC1OCCCC1